2,4,4'-trihydroxy-benzophenone OC1=C(C(=O)C2=CC=C(C=C2)O)C=CC(=C1)O